(4aR,5S,6aS)-5-hydroxy-N,1,4a,6a-tetramethyl-2-oxo-2,3,4,4a,4b,5,6,6a,7,8,9,9a,9b,10-tetradecahydro-1H-indeno[5,4-f]quinoline-7-carboxamide O[C@H]1C[C@@]2(C(CCC2C2C1[C@]1(CCC(N(C1=CC2)C)=O)C)C(=O)NC)C